C(C1=CC=CC=C1)OC1=C(N(N=C1C)CC)C=1N=C(N(N1)C)S 5-(4-benzyloxy-2-ethyl-5-methyl-pyrazol-3-yl)-2-methyl-1,2,4-triazole-3-thiol